N1C(=NC=C1)C1N(CCC1)C(CN1C(OC2(C1=O)CCC1=CC(=CC=C12)NC(=O)NC)=O)=O 1-(3'-(2-(2-(1H-imidazol-2-yl)pyrrolidin-1-yl)-2-oxoethyl)-2',4'-dioxo-2,3-dihydrospiro[indene-1,5'-oxazolidine]-5-yl)-3-methylurea